FC=1C=C(C=C2CCC(C12)(C)C)NC(=O)[C@@H]1N(CCC2=CC(=CC=C12)COC)C(CC1=CC(=NO1)O)=O (1R)-N-(7-fluoro-1,1-dimethyl-2,3-dihydro-1H-inden-5-yl)-2-((3-hydroxy-1,2-oxazol-5-yl)acetyl)-6-(methoxymethyl)-1,2,3,4-tetrahydroisoquinoline-1-carboxamide